4-(3-azido-2,4,6-trifluorophenyl)-1-(1H-imidazol-1-ylmethyl)pyrrolidin-2-one N(=[N+]=[N-])C=1C(=C(C(=CC1F)F)C1CC(N(C1)CN1C=NC=C1)=O)F